Cl(=O)[O-].Cl(=O)[O-].Cl(=O)[O-].[Al+3] aluminum trichlorite